6-[(3-ethoxy-2-pyridyl)oxy]-N-[(3s)-tetrahydrofuran-3-yl]imidazo[1,2-a]pyridine-2-carboxamide C(C)OC=1C(=NC=CC1)OC=1C=CC=2N(C1)C=C(N2)C(=O)N[C@@H]2COCC2